O(C1=CC=CC=C1)C1=CC(=C(C(=C1)C(C)C)N=C=S)C(C)C 4-phenoxy-2,6-diisopropylphenyl isothiocyanate